tert-butyl (3S)-3-[[3-(5-methyl-1,2,4-oxadiazol-3-yl)benzoyl]amino]pyrrolidine-1-carboxylate CC1=NC(=NO1)C=1C=C(C(=O)N[C@@H]2CN(CC2)C(=O)OC(C)(C)C)C=CC1